1-(4-aminotetrahydrofuran-3-yl)-1H-pyrrole-3-carboxylic acid NC1C(COC1)N1C=C(C=C1)C(=O)O